dicaprate tellurium [Te+2].[O-]C(=O)CCCCCCCCC.[O-]C(=O)CCCCCCCCC